anti-ethyl 2-(5-(4-((tert-butoxycarbonyl)amino)phenyl)-1-(4-ethynylbenzyl)piperidin-3-yl)acetate C(C)(C)(C)OC(=O)NC1=CC=C(C=C1)C1CC(CN(C1)CC1=CC=C(C=C1)C#C)CC(=O)OCC